F[S+](C(C(C(C(F)(F)F)(F)F)(F)F)(F)F)F perfluoro-1-butylsulfonium